CC1=CC(=O)C2=C(C3=C(C=C(C=C3C=C2O1)OC)OC)O The molecule is a benzochromenone that is rubrofusarin in which the hydroxy group at position 6 has been converted to the corresponding methyl ether. It has a role as an Aspergillus metabolite. It is a benzochromenone, an aromatic ether, a member of phenols, a polyketide and a naphtho-gamma-pyrone. It derives from a rubrofusarin. It is a conjugate acid of a rubrofusarin B(1-).